C(C)(=O)C1=CN(C2=CC=C(C=C12)C=1C=NC(=NC1)N)CC(=O)N1[C@@H](C[C@H](C1)F)C(=O)NC=1C(=C(C=CC1)C1=C(C=CC=C1)Cl)F (2S,4R)-1-(2-(3-acetyl-5-(2-aminopyrimidin-5-yl)-1H-indol-1-yl)acetyl)-N-(2'-chloro-2-fluorobiphenyl-3-yl)-4-fluoropyrrolidine-2-carboxamide